BrC1=C(C=CC=C1\C=C/C1=CC=CC=C1)C=O [2-bromo-3-[(Z)-2-phenylethenyl]phenyl]methanone